OC1=C(C=CC=C1)C=1C=C(SC1)C(=O)NC1=CC(=CC=C1)NS(=O)(=O)C 4-(2-hydroxyphenyl)-N-(3-(methylsulfonamido)phenyl)thiophene-2-carboxamide